(1-(4-(((tert-butyldimethylsilyl)oxy)methyl)phenyl)-4-methyl-1H-1,2,3-triazol-5-yl)methanol [Si](C)(C)(C(C)(C)C)OCC1=CC=C(C=C1)N1N=NC(=C1CO)C